(R)-4-(1-(acetyl-d3)piperazin-2-yl)-6-chloro-6'-fluoro-N-(methyl-d3)-[2,4'-bipyridine]-2'-carboxamide C(C([2H])([2H])[2H])(=O)N1[C@@H](CNCC1)C1=CC(=NC(=C1)Cl)C1=CC(=NC(=C1)F)C(=O)NC([2H])([2H])[2H]